Hexafluoropropan-2-yl (±)-1-(pyridin-3-ylcarbamoyl)-6-azaspiro[2.5]octane-6-carboxylate N1=CC(=CC=C1)NC(=O)[C@@H]1CC12CCN(CC2)C(=O)OC(C(F)(F)F)C(F)(F)F |r|